C1=CC=CC=2C3=CC=CC=C3C(C12)COC(=O)N[C@H](C(=O)OC(C)(C)C)CC1=C(C=CC(=C1)Cl)OCC1CC1 tert-butyl (S)-2-((((9H-fluoren-9-yl)methoxy)carbonyl)amino)-3-(5-chloro-2-(cyclopropylmethoxy)phenyl)propanoate